C(C1=CC=CC=C1)OC(=O)N1CCN(CC1)S(=O)(=O)N1CCC(CC1)NC1=NC=CC(=N1)C1=C(N=C(S1)C=O)C1=C(C(=CC=C1)NS(=O)(=O)C1=C(C=CC=C1F)F)F 4-[4-(4-{4-[3-(2,6-Difluoro-benzenesulfonylamino)-2-fluoro-phenyl]-2-formyl-thiazol-5-yl}-pyrimidin-2-ylamino)-piperidine-1-sulfonyl]-piperazine-1-carboxylic acid benzyl ester